C(C1=CC=CC=C1)N(C(C(CC)O)=O)C1=C(C=CC=C1)NC(C1=C(C(=C(C(=C1F)F)F)F)F)=O N-(2-(N-benzyl-2-hydroxybutanamido)phenyl)-2,3,4,5,6-pentafluorobenzamide